CN(C1CCC(CC1)NC1=NC2=CC(=CC=C2C=N1)C=1C=C(C=CC1)NC(C=C)=O)C N-[3-(2-{[(1s,4s)-4-(dimethylamino)cyclohexyl]amino}quinazolin-7-yl)phenyl]prop-2-enamide